N-[(4S,5S)-7-ethyl-4-(4-fluoro-3-methylphenyl)-3-methyl-6-oxo-1-phenyl-1H,4H,5H,6H,7H-pyrazolo[3,4-b]pyridin-5-yl]-3-(trifluoromethyl)benzamide C(C)N1C2=C([C@@H]([C@@H](C1=O)NC(C1=CC(=CC=C1)C(F)(F)F)=O)C1=CC(=C(C=C1)F)C)C(=NN2C2=CC=CC=C2)C